C(CCC)OC(=O)N1CCC2(CNC2)CC1 butyl-2,7-diazaspiro[3.5]nonane-7-carboxylate